CC1=CC(=NC=C1C=1N2C(C3=CC(=NC=C3C1)NC)=CC=N2)C(CCC)=O 1-(4-methyl-5-(9-(methylamino)pyrazolo[5,1-a][2,6]naphthyridin-5-yl)pyridin-2-yl)butan-1-one